C1(=CC=CC=C1)/C(=C(\CC)/C1=CC=CC=C1)/C1=CC=C(OCCN(C)C)C=C1 2-(4-((1Z)-1,2-diphenyl-1-butenyl)phenoxy)-N,N-dimethyl-ethylamine